hexahydropyrrolo[1,2-a]pyrazin-3(4H)-one C1C2N(CC(N1)=O)CCC2